CC1=NN=C2N1C1=C(C(=N2)N2CCCC3=C(C=CC=C23)C#CC2(CC2)C(F)(F)F)C=CC(=N1)C(F)(F)F 9-methyl-2-(trifluoromethyl)-5-(5-((1-(trifluoromethyl)cyclopropyl)ethynyl)-3,4-dihydroquinolin-1(2H)-yl)pyrido[3,2-e][1,2,4]triazolo[4,3-a]pyrimidine